NC=1N=CC2=C(C(=C(C=C2C1)C1=CN=C2CCCN(C2=C1C)C(=O)OC(C)(C)C)F)NC(=O)OC(C)(C)C tert-Butyl 7-[3-amino-8-(tert-butoxycarbonylamino)-7-fluoro-6-isoquinolyl]-8-methyl-3,4-dihydro-2H-1,5-naphthyridine-1-carboxylate